7-methoxy-1-methyl-1H-indazol-4-amine COC1=CC=C(C=2C=NN(C12)C)N